N-(2,8-dimethylimidazo[1,2-a]pyridin-6-yl)-4-(4,7-diazaspiro[2.5]octan-7-yl)-2,3-dihydro-1H-pyrrolo[2,3-b]pyridine-1-carboxamide 2,2,2-trifluoroacetate FC(C(=O)O)(F)F.CC=1N=C2N(C=C(C=C2C)NC(=O)N2CCC=3C2=NC=CC3N3CCNC2(CC2)C3)C1